NCCS(=O)(=O)[O-].[Fe+2].NCCS(=O)(=O)[O-] ferrous taurate